FC1=C(C(=CC(=C1)C1=NC(=CN=C1)OC)F)N1CC(CC1)CC(=O)O {1-[2,6-difluoro-4-(6-methoxy-pyrazin-2-yl)-phenyl]-pyrrolidin-3-yl}-acetic acid